BrC1=CC=2C[C@@H]3OC4(C(N([C@@H]3C2C=C1)CC1=CC(=C(C=C1)C)C)=O)CC4 Cis-7'-bromo-4'-(3,4-dimethylbenzyl)-4',4a',9',9a'-tetrahydro-3'H-spiro[cyclopropane-1,2'-indeno[2,1-b][1,4]oxazin]-3'-one